P(=O)([O-])([O-])[O-].[Ce+3].[La+3].P(=O)([O-])([O-])[O-] lanthanum-cerium phosphate